(2-fluoroethyl)-1-(2-(2-nitro-1H-imidazol-1-yl)ethyl)piperidine FCCC1N(CCCC1)CCN1C(=NC=C1)[N+](=O)[O-]